phosphatricosan PCCCCCCCCCCCCCCCCCCCCCC